C(C1=CC=CC=C1)C(C(=O)NC=1C=NC2=C(C=CC=C2C1C)F)(CC1(CC1)C)C 2-benzyl-N-(8-fluoro-4-methyl-3-quinolinyl)-2-methyl-3-(1-methylcyclopropyl)propanamide